di-tert-butyl (2R)-7-methyl-6-(2-methyl-2H-tetrazol-5-yl)-3,4-dihydro-1H-spiro[1,8-naphthyridine-2,3'-pyrrolidine]-1,1'-dicarboxylate CC1=C(C=C2CC[C@@]3(CN(CC3)C(=O)OC(C)(C)C)N(C2=N1)C(=O)OC(C)(C)C)C=1N=NN(N1)C